FC(COC1=C(C(=CC=C1)C(F)(F)F)S(=O)(=O)Cl)F.[Na] sodium 2-(2',2'-difluoroethoxy)-6-trifluoromethylbenzenesulfonyl chloride